O=C1NC(CCC1N1C(N(C2=C1C=CC(=C2)CN2CCN(CC2)C(=O)OC(C)(C)C)C)=O)=O tert-butyl 4-[[1-(2,6-dioxo-3-piperidyl)-3-methyl-2-oxo-benzimidazol-5-yl] methyl]piperazine-1-carboxylate